5-(6-methylpyridin-2-yl)-7-(pyridin-4-yloxy)pyrazolo[1,5-a]pyrimidine CC1=CC=CC(=N1)C1=NC=2N(C(=C1)OC1=CC=NC=C1)N=CC2